C(C)(C)C1C(CCC(C1=O)(C)C)=O 2-isopropyl-4,4-dimethylcyclohexane-1,3-dione